C(#N)C1CN(C1)S(=O)(=O)N1C[C@@H](CC(C1)(F)F)C(=O)N1[C@H](CCC1)C(=O)NCC1=CC=C(C=C1)C(F)(F)F 1-(((3R)-1-((3-cyano-1-azetidinyl)sulfonyl)-5,5-difluoro-3-piperidinyl)carbonyl)-N-(4-(trifluoromethyl)benzyl)-D-prolinamide